C(C)(C)(C)OC(=O)N1CCC2(CC(C2)C2=CC(=CC=C2)C)CC1 2-(3-methylphenyl)-7-azaspiro[3.5]Nonane-7-carboxylic acid tert-butyl ester